C(=O)(O)C1=CC=C(C=C1)C=1C=NN(C1)C(C[C@H]1[C@H](C1)C(=O)N1CC2=CC=CC=C2C1)C1=[N+](C=C(C=C1)C1=C(C=CC(=C1)Cl)N1N=NN=C1)[O-] |o1:16,17| 2-(1-(4-(4-Carboxyphenyl)-1H-pyrazol-1-yl)-2-((1S*,2S*)-2-(isoindoline-2-carbonyl)cyclopropyl)ethyl)-5-(5-chloro-2-(1H-tetrazol-1-yl)phenyl)pyridine 1-oxide